N1-(2-methyl-1-naphthalenyl)-N2-(phenylmethyl)-ethanediamide CC1=C(C2=CC=CC=C2C=C1)NC(C(=O)NCC1=CC=CC=C1)=O